4-bromo-3-chloro-N-((1S,2S)-2-hydroxycyclopentyl)benzenesulfonamide BrC1=C(C=C(C=C1)S(=O)(=O)N[C@@H]1[C@H](CCC1)O)Cl